NC=1C=CC(=C(C(=O)N[C@H](C)C2=CC=CC3=CC=CC=C23)C1)NCC (R)-5-amino-2-(ethylamino)-N-(1-(naphthalen-1-yl)ethyl)benzamide